6-(cyclopropylmethyl)pyridin-2-amine C1(CC1)CC1=CC=CC(=N1)N